4-((6-((tetrahydro-2H-pyran-2-yl)oxy)hexyl)oxy)cyclohexane-1-carboxylic acid O1C(CCCC1)OCCCCCCOC1CCC(CC1)C(=O)O